methyl (S)-chromane-2-carboxylate O1[C@@H](CCC2=CC=CC=C12)C(=O)OC